(1S,3S,5S)-5-methyl-2-(2-(1-oxo-5-phenoxyisoindolin-2-yl)acetyl)-2-azabicyclo-[3.1.0]hexane-3-carboxylic acid C[C@@]12C[C@H](N([C@H]2C1)C(CN1C(C2=CC=C(C=C2C1)OC1=CC=CC=C1)=O)=O)C(=O)O